C1CCCCCCCC(C1)=O cyclodecan-9-one